1-[4-(4,4,5,5-tetramethyl-1,3,2-dioxaborolan-2-yl)-3,6-dihydropyridin-1(2H)-yl]ethan-1-one CC1(OB(OC1(C)C)C=1CCN(CC1)C(C)=O)C